N-ethyl-4-(4-isopropyl-5-(8-methyl-[1,2,4]triazolo[1,5-a]pyridin-6-yl)-1H-pyrazol-3-yl)-N-methylcyclohexan-1-amine C(C)N(C1CCC(CC1)C1=NNC(=C1C(C)C)C=1C=C(C=2N(C1)N=CN2)C)C